2,2-Dimethylpent-4-yn-ol CC(CO)(CC#C)C